C1(CC1)C1=NN(C=C1)C1=NC(=CC(=N1)N(C(OC(C)(C)C)=O)C1CCC(CC1)(F)F)N1CCOCC1 tert-butyl (2-(3-cyclopropyl-1H-pyrazol-1-yl)-6-morpholinopyrimidin-4-yl)(4,4-difluorocyclohexyl)carbamate